8-(4-(2-Morpholinoethoxy)phenyl)-N-(6-Morpholinopyridin-3-yl)quinazolin-2-amine O1CCN(CC1)CCOC1=CC=C(C=C1)C=1C=CC=C2C=NC(=NC12)NC=1C=NC(=CC1)N1CCOCC1